FC=1C=CC=C2C(=NNC12)C(=O)NCC1CCN(CC1)C 7-fluoro-N-((1-methylpiperidin-4-yl)methyl)-1H-indazole-3-carboxamide